1,2-bis(vinyl-phenyl)ethane C(=C)C1=C(C=CC=C1)CCC1=C(C=CC=C1)C=C